9,9a-dihydro-4aH-fluorene C1=CC=CC2C3=CC=CC=C3CC12